N1=CC(=CC=C1)OC1CCN(CC1)CC1=CC=C(OC=2SC=3C(=NC=CC3)N2)C=C1 2-(4-{[4-(Pyridin-3-yloxy)piperidin-1-yl]methyl}phenoxy)[1,3]thiazolo[4,5-b]pyridine